1-((2-(1H-pyrrolo[2,3-b]pyridin-3-yl)pyrimidin-4-yl)amino)cyclopentanecarbonitrile N1C=C(C=2C1=NC=CC2)C2=NC=CC(=N2)NC2(CCCC2)C#N